1,5,7-trimethyl-3-((1-(4-(trifluoromethyl)phenyl)-3-azabicyclo[3.1.0]hex-3-yl)carbonyl)-1,5-dihydro-4H-pyrrolo[3,2-c]pyridin-4-one CN1C=C(C=2C(N(C=C(C21)C)C)=O)C(=O)N2CC1(CC1C2)C2=CC=C(C=C2)C(F)(F)F